C(CCCCCCCCCCCCCCC)N1C(=C(C(C2=CC=C(C=C12)OCC=C)=O)OCC=C)C1=CC(=C(C=C1)OCC=C)OCC=C N-hexadecyl-2-(3,4-di-(2-propen-1-yloxy)-phenyl)-3,7-di-(2-propen-1-yloxy)-quinolin-4-one